C1(CC[C@@H](CC\C=C/CCCCCCC=C)O1)=O (R)-(Z)-7,15-Hexadecadien-4-olide